CSCCCCCCCCN=C=S 8-methylthiooctyl isothiocyanate